BrC=1C=C2C(N(C(C2=C(C1)CCOC)(C)C)C(=O)OC(C)(C)C)=O tert-butyl 5-bromo-7-(2-methoxyethyl)-1,1-dimethyl-3-oxoisoindoline-2-carboxylate